N1,N1,N6-tris(2,4-dimethylphenyl)-N6-(4-methylphenyl)pyrene-1,6-diamine CC1=C(C=CC(=C1)C)N(C1=CC=C2C=CC=3C(=CC=C4C=CC1=C2C34)N(C3=CC=C(C=C3)C)C3=C(C=C(C=C3)C)C)C3=C(C=C(C=C3)C)C